FC1=C(OC2=C(C=NC=C2)C=O)C=CC(=C1)[N+](=O)[O-] 4-(2-fluoro-4-nitrophenoxy)-3-formylpyridin